isoxazolo[3,4-d]-1,2,3-thiadiazole S1N=NC=2C1=CON2